OC=1C=C(C=2N(C1)N=CC2C#N)C=2C=NC(=CC2)N2CC1N(C(C2)C1)CC1=C(C=CC=C1)S(=O)(=O)C 6-hydroxy-4-(6-(6-(2-(methylsulfonyl)benzyl)-3,6-diazabicyclo[3.1.1]heptan-3-yl)pyridin-3-yl)pyrazolo[1,5-a]pyridine-3-carbonitrile